1-benzyl-4-(4-trifluoromethylphenyl)-pyrrolidine C(C1=CC=CC=C1)N1CCC(C1)C1=CC=C(C=C1)C(F)(F)F